ClC1=C(C(=O)N[C@H]2[C@H]3CC[C@@H](C2)N3C#N)C=CC(=C1)C=1C=NN(C1)CC#N 2-chloro-N-((1R,2R,4S)-7-cyano-7-azabicyclo[2.2.1]heptan-2-yl)-4-(1-(cyanomethyl)-1H-pyrazol-4-yl)benzamide